(S)-3-[(1,3-Dimethyl-azetidin-3-yl)-hydroxy-(4-trifluoromethoxy-phenyl)-methyl]-benzonitrile CN1CC(C1)(C)[C@@](C=1C=C(C#N)C=CC1)(C1=CC=C(C=C1)OC(F)(F)F)O